N[C@@H]1CN(CCOC1)C1=NC=CC(=C1)N1C[C@@H]2N([C@@H](CN(C2)C2=C3C=CC=NC3=C(C=C2)C#N)C)CC1 5-[(4R,9aS)-8-[2-[(6R)-6-amino-1,4-oxazepan-4-yl]-4-pyridyl]-4-methyl-3,4,6,7,9,9a-hexahydro-1H-pyrazino[1,2-a]pyrazin-2-yl]quinoline-8-carbonitrile